ClC1=C(C=C(C=C1)S(=O)(=O)NC=1C(=NC=C(C1)C)OC=1C=CC(=NC1)NC(\C=C\CN(C)C)=O)C(F)(F)F (E)-N-(5-((3-((4-chloro-3-(trifluoromethyl)phenyl)sulfonamido)-5-methylpyridin-2-yl)oxy)pyridin-2-yl)-4-(dimethylamino)but-2-enamide